2-(methacryloyloxy)ethylTrimethylammonium chloride [Cl-].C(C(=C)C)(=O)OCC[N+](C)(C)C